C1(CCCCC1)[C@@H]1NC2=CC=C(N=C2[C@@H]([C@H]1C)NC(OCC1=CC=CC=C1)=O)F Benzyl ((2S,3S,4R)-2-cyclohexyl-6-fluoro-3-methyl-1,2,3,4-tetrahydro-1,5-naphthyridin-4-yl)carbamate